tert-butyl 1-(4-(3-oxo-1-phenyl-2,7,10-trioxa-4-azadodecan-12-yl)piperazin-1-yl)-3,6,9,12-tetraoxapentadecan-15-oate O=C(OCC1=CC=CC=C1)NCCOCCOCCN1CCN(CC1)CCOCCOCCOCCOCCC(=O)OC(C)(C)C